7-(1-(tert-Butoxycarbonyl)-1,2,3,6-tetrahydropyridin-4-yl)-5-fluoro-1H-indole-2-carboxylic acid ethyl ester C(C)OC(=O)C=1NC2=C(C=C(C=C2C1)F)C=1CCN(CC1)C(=O)OC(C)(C)C